6-chloro-3-{[(2,2-dimethyl-1,3-dioxolan-4-yl)methyl]sulfanyl}pyridazin-4-amine ClC1=CC(=C(N=N1)SCC1OC(OC1)(C)C)N